3-(benzenesulfonyl)-1,2,5-oxadiazole C1(=CC=CC=C1)S(=O)(=O)C1=NON=C1